N[C@@H](CC)C1=CC=CC(=N1)C1=CC(=C2C=NN(C2=C1)C1=CC=CC(=N1)CO)OCCOC (S)-(6-(6-(6-(1-aminopropyl)pyridin-2-yl)-4-(2-methoxyethoxy)-1H-indazol-1-yl)pyridin-2-yl)methanol